CC1(C(C1)C(C)CC=C(C)C)CO (1-methyl-2-(5-methylhex-4-en-2-yl)cyclopropyl)methanol